N1=CC=CC=2C3=CC=CC=C3CC12 Aza-fluorene